quinolyl-1-ethanone N1=C(C=CC2=CC=CC=C12)C(C)=O